C(O)(O)=O.NC(=N)N guanidine carbonate salt